(R)-N-((1-Cyanopyrrolidin-3-yl)methyl)-1-(cyclopropylmethyl)-1H-imidazol-4-carboxamid C(#N)N1C[C@H](CC1)CNC(=O)C=1N=CN(C1)CC1CC1